trans-3-(5-fluorobenzimidazol-1-yl)cyclobutanecarboxylic acid FC1=CC2=C(N(C=N2)[C@@H]2C[C@H](C2)C(=O)O)C=C1